CC(=O)N[C@@H]1[C@H]([C@H]([C@H](O[C@H]1O[C@H]2[C@H](O[C@H]([C@@H]([C@H]2O)O)O[C@@H]3[C@H](O[C@H]([C@@H]([C@H]3O)O)O)CO)CO)CO)O)O The molecule is an amino trisaccharide consisting of N-acetyl-beta-D-galactopyranosamine, beta-D-galactopyranose and beta-D-glucopyranose residues joined in sequence by (1->4) glycosidic bonds. It is a galactosamine oligosaccharide and an amino trisaccharide.